C(C)C[C@@]12C(CC[C@H]1[C@@H]1CC[C@H]3C[C@@H](CC[C@]3(C)[C@H]1CC2)O)=NOC(N)=O ethyl-17-(O-carbamoyloximino)-5alpha-androstan-3alpha-ol